C(C1=CC=CC=C1)OC1(CCCC(CCNC2=C(C=C(C(C(NNC1=O)=O)=N2)[N+](=O)[O-])C(F)(F)F)(C)C)C(F)(F)F 9-Benzyloxy-5,5-dimethyl-15-nitro-9,17-bis(trifluoromethyl)-2,11,12,18-tetrazabicyclo[12.3.1]octadeca-1(17),14(18),15-triene-10,13-dione